(R)-1-(2-((S)-1-(2,2-difluorobenzo[d][1,3]dioxol-5-yl)ethoxy)pyridin-4-yl)-3-(trifluoromethyl)-4,5,6,7-tetrahydro-1H-indazol-7-ol FC1(OC2=C(O1)C=CC(=C2)[C@H](C)OC2=NC=CC(=C2)N2N=C(C=1CCC[C@H](C21)O)C(F)(F)F)F